2,2,2-Trichloroethyl (2-(4-iodophenyl)acetoxy)carbamate IC1=CC=C(C=C1)CC(=O)ONC(OCC(Cl)(Cl)Cl)=O